1-((trans-3-hydroxycyclobutyl)methyl)-N,N-dimethyl-1H-pyrazole-3-carboxamide O[C@@H]1C[C@H](C1)CN1N=C(C=C1)C(=O)N(C)C